ClC1=C(C(=CC=C1)Cl)N1N=C(C(=C1)NC1=CC=C(C=C1)N1N=CC(=C1C)C)C(=O)N 1-(2,6-dichlorophenyl)-4-((4-(4,5-dimethyl-1H-pyrazol-1-yl)phenyl)amino)-1H-pyrazole-3-carboxamide